methyl 4-[3-(5-amino-3-methylpyridin-2-yl)-1,2,4-oxadiazol-5-yl]-3,3-dimethylbutyrate NC=1C=C(C(=NC1)C1=NOC(=N1)CC(CC(=O)OC)(C)C)C